Cl.FC(C=1C=C(C(=N)N)C=CC1)(F)F 3-(trifluoromethyl)benzamidine HCl